C1(CC1)C(CC=C)CCCCCC (4-cyclopropyl)decene